methyl 2-((2-methoxy-2-phenylvinyl)oxy)benzoate COC(=COC1=C(C(=O)OC)C=CC=C1)C1=CC=CC=C1